2-fluoro-4-(1-(4-(2,2,2-trifluoroethoxy)phenyl)-1H-1,2,4-triazol-3-yl)aniline FC1=C(N)C=CC(=C1)C1=NN(C=N1)C1=CC=C(C=C1)OCC(F)(F)F